ClC1=NC(=CC(=C1)C=1C=C(C=CC1C)NC(=O)N1C[C@@H](CC1)CC(F)(F)F)N[C@H](CO)C (3S)-N-[3-(2-chloro-6-[[(2S)-1-hydroxypropan-2-yl]amino]pyridin-4-yl)-4-methylphenyl]-3-(2,2,2-trifluoroethyl)pyrrolidine-1-carboxamide